Methyl 2-(chloromethyl)-1-ethyl-4-isopropoxy-1H-benzo[d]imidazole-6-carboxylate ClCC1=NC2=C(N1CC)C=C(C=C2OC(C)C)C(=O)OC